(5'S,7a'R)-1-[6-(3-methyl-1H-pyrazol-1-yl)pyridin-2-yl]-5'-phenyltetrahydro-3'H-spiro[piperidine-4,2'-pyrrolo[2,1-b][1,3]oxazol]-3'-one CC1=NN(C=C1)C1=CC=CC(=N1)N1CCC2(C(N3[C@H](O2)CC[C@H]3C3=CC=CC=C3)=O)CC1